CN(C1=C(C=NC=2NC3=C(C=C(C(=C3C21)F)F)NC)C2=CC(=NC=C2)CC(=O)NC)C 2-[4-[4-(Dimethylamino)-5,6-difluoro-8-(methylamino)-9H-pyrido[2,3-b]indol-3-yl]-2-pyridyl]-N-methyl-acetamide